C1=C(C=C(C(=C1I)OC2=CC(=C(C(=C2)I)O)I)I)CC(C(=O)O)N The molecule is an iodothyronine compound having iodo substituents at the 3-, 3'-, 5- and 5'-positions. It has a role as a mitogen. It is an iodothyronine, a 2-halophenol, an iodophenol, a tyrosine derivative and a non-proteinogenic alpha-amino acid. It is a tautomer of a thyroxine zwitterion.